COC(CC1=CC=C(C=C1)NC1C2=C(C=3N(CC1)N=NC3C)C=CC(=C2)C=2C=NN(C2)C)=O Methyl-2-(4-((1-methyl-9-(1-methyl-1H-pyrazol-4-yl)-6,7-dihydro-5H-benzo[c][1,2,3]triazolo[1,5-a]azepin-7-yl)amino)phenyl)acetate